[14CH3][14CH]([14CH3])[14CH2][14C@@H]([14C](=O)O)N 14C-Leucine